10-methoxy-N-(pyrimidin-5-yl)-7-thia-2,5-diazatricyclo[6.4.0.02,6]dodeca-1(12),3,5,8,10-pentaene-4-carboxamide COC=1C=C2SC3=NC(=CN3C2=CC1)C(=O)NC=1C=NC=NC1